C(N)(=O)C1(CC1)CNC(C1=C(C=C(C=C1)C1=NO[C@](C1)(C(F)(F)F)C1=CC(=C(C(=C1)Cl)F)Cl)C)=O N-[(1-carbamoylcyclopropyl)methyl]-4-[(5S)-5-(3,5-dichloro-4-fluoro-phenyl)-5-(trifluoromethyl)-4H-isoxazol-3-yl]-2-methyl-benzamide